pregnendiene-20-carboxylic acid C=C(C1=CC=C2[C@@H]3CCC4CCCC[C@]4(C)[C@H]3CC[C@]12C)C(=O)O